FC1=C(C=CC(=C1)NC(C(F)(F)F)C1=CC=CC=C1)NCCCO 3-(2-fluoro-4-(2,2,2-trifluoro-1-phenylethylamino)phenylamino)propan-1-ol